(1S,3aR,6aS)-N-methyl-2-(6-methyl-4-(trifluoromethyl)pyridin-2-yl)-N-(m-tolyl)octahydrocyclopenta[c]pyrrole-1-carboxamide CN(C(=O)[C@H]1N(C[C@H]2[C@@H]1CCC2)C2=NC(=CC(=C2)C(F)(F)F)C)C=2C=C(C=CC2)C